4,7-bis[4-((6-bromohexyl)oxy)phenyl]-2,9-dimethyl-1,10-phenanthroline BrCCCCCCOC1=CC=C(C=C1)C1=CC(=NC2=C3N=C(C=C(C3=CC=C12)C1=CC=C(C=C1)OCCCCCCBr)C)C